(Z)-3-((E)-4-((tert-butoxycarbonyl)amino)but-2-en-1-yl)-2-((1-ethyl-3-methyl-1H-pyrazole-5-carbonyl)imino)-2,3-dihydrothiazolo[4,5-b]pyridine-6-carboxylic acid C(C)(C)(C)OC(=O)NC/C=C/CN1/C(/SC=2C1=NC=C(C2)C(=O)O)=N/C(=O)C2=CC(=NN2CC)C